(S)-3'-(3-(difluoromethoxy)-5-(trifluoromethyl)pyridin-2-yl)-5-fluoro-3,4-dihydro-2H-spiro[naphthalene-1,4'-oxazolidin]-2'-one FC(OC=1C(=NC=C(C1)C(F)(F)F)N1C(OC[C@@]12CCCC1=C(C=CC=C12)F)=O)F